ClC=1C=C(CNC([C@@H](CC(C)C)N2C([C@H]3N(C(C2)CCC2=CC=CC=C2)C[C@@H](C3)NC(OC(C)(C)C)=O)=O)=O)C=CC1Cl tert-butyl ((7R,8aS)-2-((R)-1-((3,4-dichlorobenzyl)amino)-4-methyl-1-oxopentan-2-yl)-1-oxo-4-phenethyloctahydropyrrolo[1,2-a]pyrazin-7-yl)carbamate